N[C@H]1C2N(CC1CC2)C(=O)C2=CC1=C(N(C(=N1)C=1N(C3=CC(=CC=C3C1)C1=CC(=C(C(=O)OC)C=C1)F)CC1CC1)C)C(=C2)OC methyl 4-(2-{5-[(7R)-7-amino-2-azabicyclo[2.2.1]heptane-2-carbonyl]-7-methoxy-1-methyl-1H-1,3-benzodiazol-2-yl}-1-(cyclopropylmethyl)-1H-indol-6-yl)-2-fluorobenzoate